SC(CCCCCCCS)O 1,8-dimercaptooctanol